C(=O)C1CCC(CC1)NS(=O)(=O)CC N-[(1r,4r)-4-formylcyclohexyl]ethane-1-sulfonamide